C(C)(C)(C)C1=C(C=NC=C1)CNC(=O)[C@H]1N(C[C@@H](C1)O)C([C@H](C(C)(C)C)N1N=NC(=C1)C1CC1)=O (2S,4r)-N-[(4-tert-butyl-3-pyridinyl)methyl]-1-[(2S)-2-(4-cyclopropyltriazol-1-yl)-3,3-dimethyl-butyryl]-4-hydroxy-pyrrolidine-2-carboxamide